(1R,2R)-2-fluoro-N-(1-methyl-3-(4-methylpyridin-3-yl)-2-oxo-1,2-dihydro-1,6-naphthyridin-7-yl)cyclopropane-1-carboxamide F[C@H]1[C@H](C1)C(=O)NC1=NC=C2C=C(C(N(C2=C1)C)=O)C=1C=NC=CC1C